dotriacontanyl methacrylate C(C(=C)C)(=O)OCCCCCCCCCCCCCCCCCCCCCCCCCCCCCCCC